CC1=CC=C(C=C1)S(=O)(=O)OCCOCCOCCOCC 2-[2-(2-ethoxyethoxy) ethoxy]Ethyl p-toluenesulfonate